O=O ketooxygen